CC(=CC(=O)N1CCC(CC1)C1C=2N(NCC1)C(=C(N2)C2=CC=C(C=C2)OC2=CC=CC=C2)C(=O)N)C 8-(1-(3-methylbut-2-enoyl)piperidin-4-yl)-2-(4-phenoxyphenyl)-5,6,7,8-tetrahydroimidazo[1,2-b]pyridazine-3-carboxamide